2,2,2-trifluoroethyl 2-[methyl-[1-[4-(trifluoromethyl)phenyl]ethyl]amino]-2-oxo-acetate CN(C(C(=O)OCC(F)(F)F)=O)C(C)C1=CC=C(C=C1)C(F)(F)F